(4-(1-(2-methoxyethyl)-4-(trifluoromethyl)-1H-imidazol-2-yl)phenyl)methanol COCCN1C(=NC(=C1)C(F)(F)F)C1=CC=C(C=C1)CO